[Mg].[K].[Ca] calcium-potassium-magnesium salt